2,2-difluorocyclopentane hydrochloride Cl.FC1(CCCC1)F